C(#N)C=1C(=NC(=C(C1C1CC1)C#N)N1CC(CCC1)N(C)C)SC(C(=O)N)C1=CC=CC=C1 2-((3,5-dicyano-4-cyclopropyl-6-(3-(dimethylamino)piperidin-1-yl)pyridin-2-yl)thio)-2-phenylacetamide